N-methyl-N-((4-(methylsulfonyl)thiomorpholin-2-yl)methyl)-6-(1-oxa-4-azaspiro[5.5]undecan-4-yl)-2-(trifluoromethyl)pyrimidin-4-amine CN(C1=NC(=NC(=C1)N1CCOC2(C1)CCCCC2)C(F)(F)F)CC2CN(CCS2)S(=O)(=O)C